C1(CC1)C1=NC=NC(=C1C1=NC(=CC(=N1)C(C)=O)OCC1=CC=C(C=C1)C=1N(C=C(N1)C(F)(F)F)C1CC1)OC 1-[2-(4-cyclopropyl-6-methoxy-pyrimidin-5-yl)-6-[[4-[1-cyclopropyl-4-(trifluoromethyl)imidazol-2-yl]phenyl]methoxy]pyrimidin-4-yl]ethanone